Cl[Au]Cl.[Na] sodium dichlorogold